ClC1=C(C=C(OC=2C=CC(=C(C2)C2=NN(C=C2NC(=O)C=2C=NN3C2N=CC=C3)C)OC(F)F)C=C1)C(N(C)C)=O N-[3-[5-[4-chloro-3-(dimethylcarbamoyl)phenoxy]-2-(difluoromethoxy)phenyl]-1-methyl-pyrazol-4-yl]pyrazolo[1,5-a]pyrimidine-3-carboxamide